cis-2-fluoro-5-((3-((S)-3-(5-fluoropyridin-3-yl)isoxazolidine-2-carbonyl)cyclobutyl)amino)benzonitrile FC1=C(C#N)C=C(C=C1)N[C@@H]1C[C@@H](C1)C(=O)N1OCC[C@H]1C=1C=NC=C(C1)F